C(C[Se][Se]CCO)O Diselenobisethanol